C(C1=CC=CC=C1)C1=CC=C(S1)C1=C2C(=NC=C1)NC=N2 7-(5-benzyl-2-thienyl)-3H-imidazo[4,5-b]pyridine